Cl.CN(CCCC1=C2N(C(N1)=S)C[C@H](C2)C2=C(C(=CC=C2F)F)F)C2COCC2 (6R)-1-(3-(methyl(tetrahydrofuran-3-yl)amino)propyl)-6-(2,3,6-trifluorophenyl)-2,5,6,7-tetrahydro-3H-pyrrolo[1,2-c]imidazole-3-thione hydrochloride